BrC=1C=C(C=CC1)NC(CCCCCCNC(C(C(F)(F)F)(O)O)=O)=O N-(3-bromophenyl)-7-(3,3,3-trifluoro-2,2-dihydroxypropanamido)heptanamide